7,7'-dibromo-2,2'-dihydroxy-1,1'-binaphthyl BrC1=CC=C2C=CC(=C(C2=C1)C1=C(C=CC2=CC=C(C=C12)Br)O)O